NC1=C(C(=NN1C(C(F)(F)F)C)C1=C2C(=C(N=C1)CNC(C1=C(C=CC(=C1)F)OC)=O)NC=C2)C(=O)N 5-amino-3-(7-((5-fluoro-2-methoxybenzamido)methyl)-1H-pyrrolo[2,3-c]pyridin-4-yl)-1-(1,1,1-trifluoropropan-2-yl)-1H-pyrazole-4-carboxamide